FCCCN1C[C@H](CC1)OC1=CC=C(C=C1)C1=C(CCCC2=C1C=CC(=C2)O)C2=CC=C(C=C2)OC(F)(F)F 5-[4-[(3S)-1-(3-fluoropropyl)pyrrolidin-3-yl]oxyphenyl]-6-[4-(trifluoro-methoxy)phenyl]-8,9-dihydro-7H-benzo[7]annulen-2-ol